1-(oxiran-2-yl)cyclopentan-1-ol O1C(C1)C1(CCCC1)O